ClC1=NC=CC(=N1)C1=CC=C2CN(C(C2=C1)=O)[C@@H](C(=O)N[C@H](CO)C1=CC(=CC=C1)OC)C (2R)-2-[6-(2-chloropyrimidin-4-yl)-1-oxo-2,3-dihydro-1H-isoindol-2-yl]-N-[(1S)-2-hydroxy-1-(3-methoxyphenyl)ethyl]propanamide